1,3,4-trifluoro-2,3-bis(trifluoromethyl)cyclobut-1-ene FC1=C(C(C1F)(C(F)(F)F)F)C(F)(F)F